ClC=1C(=C2C(=NN1)N(N=C2)C2CN(CCC2)C(=O)OC(C)(C)C)C2CC2 tert-butyl 3-(5-chloro-4-cyclopropyl-1H-pyrazolo[3,4-c]pyridazin-1-yl)piperidine-1-carboxylate